ClC1=NC=C(C(=C1)C1=C(C=NC(=C1)C)C(=O)NC=1SC(=NN1)OC1CC(C1)OC)OC 2'-chloro-5'-methoxy-N-(5-((1s,3s)-3-methoxycyclobutoxy)-1,3,4-thiadiazol-2-yl)-6-methyl-(4,4'-bipyridine)-3-carboxamide